COCCCOCCCNC 3-(3-methoxypropoxy)-N-methylpropan-1-amine